C1(CC1)C1=NC=NC(=C1C1=CC2=C(OCCN2CC2=CC=C(C=C2)C=2N(C=C(N2)C(F)(F)F)C)C=N1)OC 7-(4-cyclopropyl-6-methoxypyrimidin-5-yl)-1-(4-(1-methyl-4-(trifluoromethyl)-1H-imidazol-2-yl)benzyl)-2,3-dihydro-1H-pyrido[3,4-b][1,4]oxazine